F[C@@]1([C@@H](O[C@@H]([C@H]1O)CO)N1C=NC=2C(O)=NC=NC12)O 2'-fluoroinosine